Tert-butyl (2S,4S)-4-(3,5-dibromo-4-cyanopyrazol-1-yl)-2-(fluoromethyl)pyrrolidine-1-carboxylate BrC1=NN(C(=C1C#N)Br)[C@H]1C[C@H](N(C1)C(=O)OC(C)(C)C)CF